4-oxobutanoic acid methyl ester COC(CCC=O)=O